CC1=CN=C2N(C(C=3NC(=NC3N21)C=2C=NN(C2)CC2=CC(=CC=C2)C(F)(F)F)=O)CCC 8-methyl-5-propyl-2-[1-[[3-(trifluoromethyl)phenyl]methyl]pyrazol-4-yl]-3H-imidazo[2,1-b]purin-4-one